C(CCCCCCCCCCCCCCC)(=O)O.C(CCCCCCCCCCCCCCC)(=O)OC methyl hexadecanoate (palmitate)